BrC=1C=C2CC(CC2=CC1)N1C(NC=2C=NC=CC21)=O 1-(5-bromo-2,3-dihydro-1H-inden-2-yl)-1H-imidazo[4,5-c]pyridin-2(3H)-one